CC1=NC(=CC=C1S(=O)(=O)N1C[C@H]2CN(C[C@@H]2C1)C1CC2(COC2)C1)C(F)(F)F |r| Rac-(3aR,6aR)-2-((2-methyl-6-(trifluoromethyl)pyridin-3-yl)sulfonyl)-5-(2-oxaspiro[3.3]heptan-6-yl)octahydropyrrolo[3,4-c]pyrrole